(+)-N-(2-(methylamino)-2-phenylethyl)isoindoline-2-carboxamide CNC(CNC(=O)N1CC2=CC=CC=C2C1)C1=CC=CC=C1